(2S)-1-[2-[4-[3-isoquinolyl(methyl)amino]-1-piperidyl]acetyl]pyrrolidine C1=NC(=CC2=CC=CC=C12)N(C1CCN(CC1)CC(=O)N1CCCC1)C